Cl[Si](O[Si](C)(C)Cl)(CC)CC chlorodiethylsiloxy-chlorodimethylsilane